N-methyl-N-pyrimidin-2-yl-imidazo[1,2-a]pyrazine-6-carboxamide CN(C(=O)C=1N=CC=2N(C1)C=CN2)C2=NC=CC=N2